CC1=CC(=O)CC(C1(/C=C/C(C)O)O)(C)C The molecule is a fenchane monoterpenoid that is 3,5,5-trimethylcyclohex-2-en-1-one substituted by a hydroxy and a (1E)-3-hydroxybut-1-en-1-yl group at position 4. It has a role as a plant metabolite.